(R)-8-chloro-6-(4-(1-(3,3,3-trifluoro-2-hydroxy-2-phenylpropanoyl)piperidin-4-yl)piperazin-1-yl)isoquinolin-1(2H)-one ClC=1C=C(C=C2C=CNC(C12)=O)N1CCN(CC1)C1CCN(CC1)C([C@@](C(F)(F)F)(C1=CC=CC=C1)O)=O